NC1=NC(=NC=2N1N=C(N2)C=2OC=CC2)NCCC2=CC=C(C=C2)O 4-(2-(7-amino-2-(2-furyl)-(1,2,4)triazolo(2,3-a)-(1,3,5)triazin-5-yl-amino)ethyl)phenol